ClC=1C(=C2C(=NC1C)SC1=C2C=CC(=C1)C1=C(C=CC(=C1)C(F)(F)F)F)O 3-chloro-7-(2-fluoro-5-(trifluoromethyl)phenyl)-2-methylbenzo[4,5]thieno[2,3-b]pyridin-4-ol